3-hexene-1-ol C(CC=CCC)O